N1-((S)-5-methyl-7-((1-methyl-piperidin-4-yl)ethynyl)-4-oxo-2,3,4,5-tetrahydrobenzo[b][1,4]oxazepin-3-yl)-N2-((R)-1-phenylethyl)oxalamide CN1C2=C(OC[C@@H](C1=O)NC(C(=O)N[C@H](C)C1=CC=CC=C1)=O)C=CC(=C2)C#CC2CCN(CC2)C